(3-bromo-6-(2-chloro-5-fluorophenyl)-8-oxo-1,6,7,8-tetrahydropyrrolo[3,4-g]indazol-5-yl)-3-fluoro-5-(trifluoromethyl)benzamide BrC1=NNC2=C3C(=C(C=C12)C1=C(C(=O)N)C=C(C=C1F)C(F)(F)F)C(NC3=O)C3=C(C=CC(=C3)F)Cl